(5-Amino-2-methyl-thiazol-4-ylmethyl)-[1-(2-fluoro-6-methylphenyl)-piperidin-4-yl]-amine NC1=C(N=C(S1)C)CNC1CCN(CC1)C1=C(C=CC=C1C)F